S1C(=CC2=C1C=CC=C2)C2=CC=C1C=CC(=CC1=C2)N2C1=CC=C(C=C1C=1C=C(C=CC21)C=2C=NC1=CC=CC=C1C2)C=2C=NC1=CC=CC=C1C2 9-(7-benzothien-2-yl-naphthalen-2-yl)-3,6-di-quinolin-3-yl-9H-carbazole